C[C@H](CC[C@H](C)C(C)C)[C@H]1CC[C@@H]2[C@@]1(CC[C@H]3C2=CC[C@@H]4[C@@]3(CC[C@@H](C4)O)C)C γ-ergostenol